NC=1C=2N(C(=CN1)C(F)(F)F)C(=NC2C2=C(C=C(C=C2)NC(C(O)C2=CC(=CC=C2)Cl)=O)C)C([2H])([2H])[2H] N-[4-[8-amino-3-(trideuteriomethyl)-5-(trifluoromethyl)imidazo[1,5-a]pyrazin-1-yl]-3-methyl-phenyl]-2-(3-chlorophenyl)-2-hydroxy-acetamide